C1(=CC=CC=C1)[C@H](C)NC1C(NC2=C(CC1)C=CC=C2)=O 3-[[(1S)-1-phenylethyl]amino]-1,3,4,5-tetrahydro-1-benzazepin-2-one